NC1=CC=CC=2C(C3=C(C=CC=C3C(C12)=O)Cl)=O 1-amino-5-chloroanthraquinone